N[C@H](CC1=C(C=2N(C(N=CC2S1)Cl)CC=1OC=CC1)CC)C 6-[(2S)-2-aminopropyl]-2-chloro-7-ethyl-N-[(furan-2-yl)methyl]thieno[3,2-d]pyrimidin